(S)-2-amino-5-(1,3-dioxolan-2-yl)pentanoic acid N[C@H](C(=O)O)CCCC1OCCO1